NC1=C(SC=2N=C(SC21)C)C(=O)NC2CC=1C(=CC(=NC1CC2)N2CC1(CCOC1)C(C2)N)F 6-amino-N-(2-{9-amino-2-oxa-7-azaspiro[4.4]nonan-7-yl}-4-fluoro-5,6,7,8-tetrahydroquinolin-6-yl)-2-methylthieno[2,3-d][1,3]thiazole-5-carboxamide